(5-(2-(4-fluoro-3-methoxy-5-methylphenylamino)-5-methylpyrimidin-4-ylamino)-2-oxobenzo[d]oxazol-3(2H)-yl)sodium methyl-phosphate COP(=O)(O)O.FC1=C(C=C(C=C1C)NC1=NC=C(C(=N1)NC=1C=CC2=C(N(C(O2)=O)[Na])C1)C)OC